tert-butyl (4-(4-fluoro-1-methyl-1H-pyrazol-5-yl)phenyl)(methyl)carbamate FC=1C=NN(C1C1=CC=C(C=C1)N(C(OC(C)(C)C)=O)C)C